FC1=CC=C(C=C1)N1NC(C2=C(C1=O)C=CN=C2)=O 2-(4-fluorophenyl)-2,3-dihydropyrido[3,4-d]pyridazine-1,4-dione